C1(=C(C(=C(C(=C1[2H])[2H])[2H])[2H])[2H])C=1C(=C(C=CC1)[2H])C1=CC=CC=2[Se]C3=C(C21)C=CC=C3 (phenyl-d5)dibenzoselenophenyl-benzene-d